[Rh](=[Se])=[Se] Rhodium diselenide